CCCCC/C=C\C/C=C\C/C=C\CCCCC(=O)OC[C@H](COP(=O)(O)OC[C@H](CO)O)OC(=O)CCCCC/C=C\C/C=C\C/C=C\C/C=C\CCCCC 1-(6Z,9Z,12Z-octadecatrienoyl)-2-(7Z,10Z,13Z,16Z-docosatetraenoyl)-glycero-3-phospho-(1'-sn-glycerol)